3-methyl-2-(4,4,5,5-tetramethyl-1,3,2-dioxaborolan-2-yl)-5-(trifluoromethyl)phenolAt CC=1C(=C(C=C(C1)C(F)(F)F)[O-])B1OC(C(O1)(C)C)(C)C